FC=1C(=C(C=CC1)N1C(C=2N(C3=CC=C(C=C13)C(F)(F)F)C=CN2)=O)C 5-(3-Fluoro-2-methylphenyl)-7-(trifluoromethyl)imidazo[1,2-a]Quinoxaline-4(5H)-on